FC(C=1C(=C(C=CC1)[C@@H](C)NC=1C2=C(N=C(N1)C)N=C(C(=C2)C2CCN(CC2)CC)OCCN(C)C)F)F (R)-N-(1-(3-(difluoromethyl)-2-fluorophenyl)ethyl)-7-(2-(dimethylamino)ethoxy)-6-(1-ethylpiperidin-4-yl)-2-methylpyrido[2,3-d]pyrimidin-4-amine